1,1,1,3,3,3-Hexafluoropropan-2-yl 1-(1-(2-cyclopropylpyrimidin-4-yl)cyclopropane-1-carbonyl)-1,8-diazaspiro[4.5]decane-8-carboxylate C1(CC1)C1=NC=CC(=N1)C1(CC1)C(=O)N1CCCC12CCN(CC2)C(=O)OC(C(F)(F)F)C(F)(F)F